C1(=CC=C(C=C1)C=1C=CC=C2C=CC=C(C12)C#CC1=C(C=CC2=CC=CC=C12)NS(=O)(=O)C1=CC=C(C=C1)C)C1=CC=CC=C1 N-(1-((8-([1,1'-biphenyl]-4-yl)naphthalen-1-yl)ethynyl)naphthalen-2-yl)-4-methylbenzenesulfonamide